NCC1CCN(CC1)C(=O)C1=C(C=C(C=C1)NC=1C=2N(C=CN1)C(=CN2)C2=CC=C(C=C2)OC(F)F)CC [4-(aminomethyl)piperidin-1-yl]-[4-[[3-[4-(difluoromethoxy)phenyl]imidazo[1,2-a]pyrazin-8-yl]amino]-2-ethylphenyl]methanone